O=C1N(CCC(N1)=O)C1=NN(C2=CC(=C(C=C12)F)[C@H]1C(CN(CC1)CC(=O)OC(C)(C)C)(F)F)C tert-butyl 2-[(4S)-4-[3-(2,4-dioxohexahydropyrimidin-1-yl)-5-fluoro-1-methyl-indazol-6-yl]-3,3-difluoro-1-piperidyl]acetate